CN(C)C[C@@H]1NCCC1 (R)-2-((dimethylamino)methyl)pyrrolidin